CC1(C2=C(CN(CC1)C1=CC(=C(C(=C1)C)NC(CC(C)(C)C)=O)C)C=CS2)C N-(4-(8,8-Dimethyl-4,6,7,8-tetrahydro-5H-thieno[3,2-c]azepine-5-yl)-2,6-diMethylphenyl)-3,3-dimethylbutanamide